2-cyano-3-methyl-3-(p-methoxyphenyl)acrylate C(#N)C(C(=O)[O-])=C(C1=CC=C(C=C1)OC)C